C(C1=CC=CC=C1)C1C(N[C@H](C(N[C@@H](CC2(CCNC2=O)CC=CCCC1)C=O)=O)CC(C)C)=O (7S,10S)-13-benzyl-10-isobutyl-1,9,12-trioxo-2,8,11-triazaspiro[4.14]nonadec-17-ene-7-carbaldehyde